(S)-1-(2-cyanoacetyl)pyrrolidine-2-carboxylic acid methyl ester COC(=O)[C@H]1N(CCC1)C(CC#N)=O